(2S)-1-{7-chloro-8-fluoro-2-methanesulfinylpyrido[4,3-d]pyrimidin-5-yl}-2-methylazetidine ClC1=C(C=2N=C(N=CC2C(=N1)N1[C@H](CC1)C)S(=O)C)F